C(C1=CC=CC=C1)OC1=C(N2C(C3=C(C=CC=C13)OC1=CC=C(C=C1)OC)=NC=N2)C(=O)OC methyl 6-(benzyloxy)-10-(4-methoxyphenoxy)-[1,2,4]triazolo[5,1-a]isoquinoline-5-carboxylate